OC(COC(CCCCCCC\C=C\CCCCCCCC)=O)CO 9-octadecenoic acid (E)-2,3-dihydroxypropyl ester